(1-(tert-Butoxycarbonyl)-1H-indazol-5-yl)boronic acid C(C)(C)(C)OC(=O)N1N=CC2=CC(=CC=C12)B(O)O